C(CC)C1=NC2=C(N1CC1=CC=C(C=C1)C=1C(=CC=CC1)C(=O)O)C=C(C=C2C)C2=NC1=C(N2C)C=CC=C1 4'-[[2-propyl-4-methyl-6-(1-methylbenzimidazol-2-yl)-benzimidazol-1-yl]methyl]-2-biphenylcarboxylic acid